2-((3,3-difluoro-1-methylcyclobutyl)methyl)-N-(2-(N,S-dimethylsulfonimidoyl)pyridin-4-yl)-7-methyl-2H-indazole-3-carboxamide FC1(CC(C1)(C)CN1N=C2C(=CC=CC2=C1C(=O)NC1=CC(=NC=C1)S(=O)(=NC)C)C)F